[5-(3-isopropyl-1,2,4-triazol-1-yl)-2-methyl-phenyl]methanone calcium bromide salt [Br-].[Ca+2].C(C)(C)C1=NN(C=N1)C=1C=CC(=C(C1)C=O)C.[Br-]